C(CCCCC)[O-].[K+] potassium hexanolate